(R)-N-(5-bromo-2,3-dihydro-1H-inden-1-yl)-3-(tert-butyl)-1,2,4-oxadiazole-5-carboxamide BrC=1C=C2CC[C@H](C2=CC1)NC(=O)C1=NC(=NO1)C(C)(C)C